4-amino-7-trifluoromethyl-1-(2-methylphenyl)-2-oxo-1,2-dihydroquinoline-3-carboxylic acid methyl ester COC(=O)C=1C(N(C2=CC(=CC=C2C1N)C(F)(F)F)C1=C(C=CC=C1)C)=O